1-(4-(6-chloro-2-(2-(dimethylamino)ethoxy)-7-(5-methyl-1H-indazol-4-yl)quinazolin-4-yl)piperazin-1-yl)prop-2-en-1-one ClC=1C=C2C(=NC(=NC2=CC1C1=C2C=NNC2=CC=C1C)OCCN(C)C)N1CCN(CC1)C(C=C)=O